(4-{3-[(trimethylsilyl)ethynyl]benzyl}-2-thienyl)methanone C[Si](C)(C)C#CC=1C=C(CC=2C=C(SC2)C=O)C=CC1